ClC1=C(C(=O)OCC)C=CC(=C1SC)C(F)F ethyl 2-chloro-4-(difluoromethyl)-3-(methylsulfanyl)benzoate